F[B-](F)(F)F.F[B-](F)(F)F.C(CCCCC)[N+]1=CC=C(C=C1)C1=[N+](C2=C(N1C)C=CC=C2)C 2-(1-Hexylpyridin-1-ium-4-yl)-1,3-dimethyl-1H-benzimidazol-3-ium bis(tetrafluoroborate)